C1CCC2=CC(=CC=C12)C1=CCC2(CNC2)CC1 7-(2,3-dihydro-1H-inden-5-yl)-2-azaspiro[3.5]Non-6-ene